2-{[2-(methoxycarbonyl)phenyl]amino}methylbenzoate COC(=O)C1=C(C=CC=C1)NCC1=C(C(=O)[O-])C=CC=C1